4-(4-amino-7-cyano-2-(4-(2-fluoroacrylamido)phenyl)-1H-pyrrolo[3,2-c]pyridin-3-yl)-N-(2,2-difluorocyclopropyl)-2-methoxybenzamide NC1=NC=C(C2=C1C(=C(N2)C2=CC=C(C=C2)NC(C(=C)F)=O)C2=CC(=C(C(=O)NC1C(C1)(F)F)C=C2)OC)C#N